N(=O)OC[C@H](C)ON=O (2S)-1,2-bis(nitrosooxy)propane